(4-benzhydrylpiperazin-1-yl)(1H-indol-3-yl)methanone C(C1=CC=CC=C1)(C1=CC=CC=C1)N1CCN(CC1)C(=O)C1=CNC2=CC=CC=C12